di-n-butyl phosphate di-n-hexylamine salt C(CCCCC)NCCCCCC.P(=O)(OCCCC)(OCCCC)O